N1(C=NC=C1)C=1N=C(C2=C(N1)C=CN2)C(=O)NC=2C=NC(=CC2)N2CCC(CC2)N2CCOCC2 2-(1H-imidazol-1-yl)-N-(6-(4-morpholinopiperidin-1-yl)pyridin-3-yl)-5H-pyrrolo[3,2-d]pyrimidine-4-carboxamide